N1(NC=CC=C1)C=O pyridazine-1-carbaldehyde